C(O)NC(C(=C)C)=O N-methylol-methacrylamide